CC1=CC=CC=2C3C(OC21)C2CCC3C2 6-methyl-1,2,3,4,4a,9b-hexahydro-1,4-methanodibenzo[b,d]furan